2-((2-(trimethylsilyl) ethoxy) methyl)-2H-1,2,3-triazole-4-carboxylate C[Si](CCOCN1N=CC(=N1)C(=O)[O-])(C)C